8-methoxy-2,6,6,8-tetramethyl-tricyclo[5.3.1.0(1,5)]undecane COC1(C2C(C3CCC(C3(CC1)C2)C)(C)C)C